Cl.C#C ethyne-HCl